CC1(OB(OC1(C)C)C=1CCN(CC1)C(=O)[O-])C 4-(4,4,5,5-tetramethyl-1,3,2-dioxaborolan-2-yl)-3,6-dihydro-2H-pyridine-1-carboxylate